CC1C(N1)C dimethyl(ethylenimine)